3-((R)-1-(4,4-difluorocyclohexyl)ethyl)-1-ethyl-1-((R)-1-(3-(8-methoxyimidazo[1,2-a]pyrazin-6-yl)phenyl)ethyl)urea FC1(CCC(CC1)[C@@H](C)NC(N([C@H](C)C1=CC(=CC=C1)C=1N=C(C=2N(C1)C=CN2)OC)CC)=O)F